tert-butyl 5-methoxy-4-((6-(4-(methoxycarbonyl)phenyl)-4-methyl-4,7-diazaspiro[2.5]octan-7-yl)methyl)-7-methyl-1H-indole-1-carboxylate COC=1C(=C2C=CN(C2=C(C1)C)C(=O)OC(C)(C)C)CN1C(CN(C2(CC2)C1)C)C1=CC=C(C=C1)C(=O)OC